(((2R,3S,4R,5R)-5-(4-((S)-2-amino-3-methylbutanamido)pyrrolo[2,1-f][1,2,4]triazin-7-yl)-5-cyano-4-hydroxy-2-(hydroxymethyl)tetrahydrofuran-3-yl)oxy)methyl pivalate C(C(C)(C)C)(=O)OCO[C@@H]1[C@H](O[C@@]([C@@H]1O)(C#N)C1=CC=C2C(=NC=NN21)NC([C@H](C(C)C)N)=O)CO